(R)-2-(((1-(6-amino-9H-purin-9-yl)propan-2-yl)oxy)methyl)-5,5-dimethyl-1,3,2-dioxaphosphinane 2-oxide NC1=C2N=CN(C2=NC=N1)C[C@@H](C)OCP1(OCC(CO1)(C)C)=O